3-[(4-ACETYL-1-METHYL-1H-PYRROL-2-YL)FORMAMIDO]PROPANOIC ACID C(C)(=O)C=1C=C(N(C1)C)C(=O)NCCC(=O)O